C(CCCCCCC\C=C/CCCCCCCC)(=O)O (9Z)-octadecane-9-enoic acid